N-methyl-tetrahydroisoquinoline CN1CC2=CC=CCC2CC1